4-methylpiperazine-1-carboxylic acid [(2s,3s,4E,6r,7s,10r)-2-[(E)-1-(2-fluoro-5-morpholin-4-ylphenyl) prop-1-en-2-yl]-10-hydroxy-3,7-dimethyl-12-oxo-1-oxododec-4-en-6-yl] ester FC1=C(C=C(C=C1)N1CCOCC1)\C=C(/C)\[C@@H](C=O)[C@H](\C=C\[C@@H]([C@H](CC[C@H](CC=O)O)C)OC(=O)N1CCN(CC1)C)C